C(C)OC=1C=C(C=NC1)C=1C=NN(C1)C=1C=C(C(=O)N2CCN(CC2)C2=CC=C(N=N2)C(=O)NS(=O)(=O)C)C=C(C1)C(F)(F)F 6-[4-[3-[4-(5-Ethoxypyridin-3-yl)pyrazol-1-yl]-5-(trifluoromethyl)benzoyl]piperazin-1-yl]-N-methylsulfonylpyridazine-3-carboxamide